1-(tert-butyl) 3-methyl-4-methoxyisophthalate CC1(CC(C(=O)OC(C)(C)C)=CC=C1OC)C(=O)[O-]